C1(CC1)OC=1C(=NC=CC1C=O)C(=O)O 3-CYCLOPROPOXY-4-FORMYLPICOLINIC ACID